5'-fluoro-2'-(5-methoxy-1H-1,3-benzodiazol-2-yl)-4-{[(1R)-1-phenylbutyl]carbamoyl}-[1,1'-biphenyl]-2-carboxylic acid FC=1C=CC(=C(C1)C=1C(=CC(=CC1)C(N[C@H](CCC)C1=CC=CC=C1)=O)C(=O)O)C1=NC2=C(N1)C=CC(=C2)OC